4-[2,6-difluoro-4-[3-(hydroxymethyl)-2-furyl]-N-methyl-anilino]Butyric acid methyl ester COC(CCCN(C1=C(C=C(C=C1F)C=1OC=CC1CO)F)C)=O